9-(4-chlorobenzyl)-4-ethyl-2,2-dimethyl-1-oxa-4,9-diazaspiro[5.5]undecan-3-one ClC1=CC=C(CN2CCC3(CN(C(C(O3)(C)C)=O)CC)CC2)C=C1